5-amino-1-(1-cyanopyrrolidin-3-yl)-3-((3,5-dimethoxyphenyl)ethynyl)-1H-pyrazole-4-carboxamide NC1=C(C(=NN1C1CN(CC1)C#N)C#CC1=CC(=CC(=C1)OC)OC)C(=O)N